ClC=1C(=C(C(=CC1)N1N=NC(=C1)C(F)F)C1=CC(=NC=N1)O)F 6-(3-chloro-6-(4-(difluoromethyl)-1H-1,2,3-triazol-1-yl)-2-fluorophenyl)pyrimidin-4-ol